1,4-dithiane-2,5-diol S1C(CSC(C1)O)O